1-[6-[5-fluoro-6-[(6-methylpyridazin-3-yl)amino]benzimidazol-1-yl]-3-(1-hydroxyethyl)-2-pyridinyl]-5-methyl-pyrazole-3-carbonitrile FC1=CC2=C(N(C=N2)C2=CC=C(C(=N2)N2N=C(C=C2C)C#N)C(C)O)C=C1NC=1N=NC(=CC1)C